4-((3-carbamoyl-bicyclo[2.2.1]hept-5-en-2-yl)amino)-6-chloropyridazine-3-carboxylic acid C(N)(=O)C1C(C2C=CC1C2)NC2=C(N=NC(=C2)Cl)C(=O)O